FC1=C2C=NNC2=CC(=C1)I 4-fluoro-6-iodo-1H-indazole